N(C1=CC=CC=C1)NC(=O)C=1C=C2/C(/C(NC2=CC1)=O)=C/C1=C(C(=C(N1)C)CCC(=O)O)C 3-[5-[(Z)-[5-(anilinocarbamoyl)-2-oxo-1H-indol-3-ylidene]methyl]-2,4-dimethyl-1H-pyrrol-3-yl]propanoic acid